α-methyl-α-propyl-caproic acid CC(C(=O)O)(CCCC)CCC